(3S)-3-[4-[4-(2-hydroxyethyl)-1-piperidyl]indolin-1-yl]piperidine-2,6-dione OCCC1CCN(CC1)C1=C2CCN(C2=CC=C1)[C@@H]1C(NC(CC1)=O)=O